[1-[[tert-butyl(dimethyl)silyl]oxymethyl]cyclopropyl]-[rac-(5S,7S)-7-fluoro-5-phenyl-6,7-dihydro-5H-pyrrolo[1,2-b][1,2,4]triazol-2-yl]methanone [Si](C)(C)(C(C)(C)C)OCC1(CC1)C(=O)C=1N=C2N(N1)[C@@H](C[C@@H]2F)C2=CC=CC=C2 |r|